2-((2-((S)-4-(difluoromethyl)-2-carbonyloxazolidin-3-yl)-5,6-dihydrobenzo[f]imidazo[1,2-d][1,4]thiazepin-9-yl)amino)propanamide FC([C@H]1N(C(OC1)=C=O)C=1N=C2N(CCSC3=C2C=CC(=C3)NC(C(=O)N)C)C1)F